FC(C1=C(C=CC(=C1)OC1=CC=C(C=C1)C=1NC2=CC(=CC=C2C1)NC(NC(C)C)=O)C=1NC2=CC(=CC=C2C1)C(=O)NC(C)C)(F)F 2-(2-trifluoromethyl-4-(4-(6-(N-isopropylcarbamoylamino)-1H-indol-2-yl)phenoxy)phenyl)-N-isopropyl-1H-indole-6-carboxamide